N7-Ethyl-N7-[(E)-(1-Hydroxy-3H-2,1-benzoxaborol-5-yl)methylenamino]-N2,N2-dimethyl-thiazolo[4,5-d]pyrimidin-2,7-diamin C(C)N(C=1C2=C(N=CN1)N=C(S2)N(C)C)/N=C/C=2C=CC1=C(COB1O)C2